2-(((1r,4r)-4-(((2,3-difluorophenyl)(phenyl)carbamoyloxy)methyl)cyclohexyl)methoxy)acetic acid FC1=C(C=CC=C1F)N(C(=O)OCC1CCC(CC1)COCC(=O)O)C1=CC=CC=C1